1-((3S,10R,13S)-3-Azido-10,13-dimethyl-2,3,4,7,8,9,10,11,12,13,14,15-dodecahydro-1H-cyclopenta[a]phenanthren-17-yl)-4-ethyl-1H-imidazole N(=[N+]=[N-])[C@H]1CC[C@@]2(C3CC[C@@]4(C(=CCC4C3CC=C2C1)N1C=NC(=C1)CC)C)C